1-(4-(6-(4-(methylsulfonyl)piperazine-1-carbonyl)thieno[3,2-b]pyridin-7-yl)phenyl)cyclopropanecarbonitrile CS(=O)(=O)N1CCN(CC1)C(=O)C=1C(=C2C(=NC1)C=CS2)C2=CC=C(C=C2)C2(CC2)C#N